C(#N)C=1C=CC(=C2C=CC=NC12)N1CC2(CC2(C1)C(F)(F)F)C(=O)NCC1CN(CCO1)C 3-(8-cyanoquinolin-5-yl)-N-((4-methylmorpholin-2-yl)methyl)-5-(trifluoromethyl)-3-azabicyclo[3.1.0]hexane-1-carboxamide